C(C)(C)(C)C=1C(=C(CC2=C(C(=CC(=C2)C)C(C)(C)C)C2=C(C(=O)[O-])C=CC(=C2)C(=O)[O-])C=C(C1)C)O 2-(3'-tert-butyl-2'-hydroxy-5'-methylbenzyl)-6-tert-butyl-4-methylphenyl-terephthalate